{3-[5-({[(7-cyclopentylpyrazolo[1,5-a]pyrimidin-6-yl)amino]carbonyl}amino)-3-methylpyridin-2-yl]-1,2,4-oxadiazol-5-yl}butyric acid C1(CCCC1)C1=C(C=NC=2N1N=CC2)NC(=O)NC=2C=C(C(=NC2)C2=NOC(=N2)C(C(=O)O)CC)C